2-[1-(cyclopropylmethyl)-6-vinyl-pyrrolo[2,3-b]pyridin-2-yl]-6-methyl-1,3,6,2-dioxazaborocane-4,8-dione C1(CC1)CN1C(=CC=2C1=NC(=CC2)C=C)B2OC(CN(CC(O2)=O)C)=O